methyl 6-(2,4-dichlorophenyl)-5-[4-[4-(dimethoxymethyl)-1-piperidyl]phenyl]-8,9-dihydro-7H-benzo[7]annulene-2-carboxylate ClC1=C(C=CC(=C1)Cl)C1=C(C2=C(CCC1)C=C(C=C2)C(=O)OC)C2=CC=C(C=C2)N2CCC(CC2)C(OC)OC